C(C)OC(=O)C=1N=C(OC1C(F)(F)F)N1C[C@H](N([C@H](C1)C)C(=O)OC(C)(C)C)C tert-butyl (2R,6S)-4-[4-(ethoxycarbonyl)-5-(trifluoromethyl)-1,3-oxazol-2-yl]-2,6-dimethylpiperazine-1-carboxylate